FC1=CC2=C(N(C(N=C2N2[C@H](CN(CC2)C(C=C)=O)C)=O)C2=C(C=CC=C2)C(C)C)N=C1C1=C(C=CC=C1O)F (P)-6-fluoro-7-(2-fluoro-6-hydroxyphenyl)-4-((2S)-2-methyl-4-(2-propenoyl)-1-piperazinyl)-1-(2-(2-propanyl)phenyl)pyrido[2,3-d]pyrimidin-2(1H)-one